C12=NNCCC1C2 diaza-norcarene